tert-butyl 3-(4-(tert-butoxycarbonyl) piperazin-1-yl)-6-(2,4-dioxotetrahydropyrimidin-1(2H)-yl)-1H-indole-1-carboxylate C(C)(C)(C)OC(=O)N1CCN(CC1)C1=CN(C2=CC(=CC=C12)N1C(NC(CC1)=O)=O)C(=O)OC(C)(C)C